bis(4-methoxy-benzoyl)diethylgermanium COC1=CC=C(C(=O)[Ge](CC)(CC)C(C2=CC=C(C=C2)OC)=O)C=C1